tetraphosphorus octoxide O=P12OP3OP(O1)OP(=O)(O3)O2